2-methyl-5,11-dioxo-6,12-bis(benzoyloxy)naphthacene CC1=CC=2C(=C3C(C4=CC=CC=C4C(=C3C(C2C=C1)=O)OC(C1=CC=CC=C1)=O)=O)OC(C1=CC=CC=C1)=O